CN1C=NC(=C1)CN1C=CC2=CC=C(C=C12)CN 1-{1-[(1-methyl-1H-imidazol-4-yl)methyl]-1H-indol-6-yl}methylamine